1-[8-amino-7-fluoro-6-(8-methyl-2,3-dihydro-1H-pyrido[2,3-b][1,4]oxazin-7-yl)-3-isoquinolinyl]-3-[(1R)-1-(1-methylpyrazol-4-yl)ethyl]urea NC=1C(=C(C=C2C=C(N=CC12)NC(=O)N[C@H](C)C=1C=NN(C1)C)C1=C(C2=C(OCCN2)N=C1)C)F